tert-Butyl N-[1-[(6-formyl-1-methyl-6,7-dihydro-5H-cyclopenta[c]pyridin-3-yl)oxymethyl]cyclopropyl]carbamate C(=O)C1CC2=C(C(=NC(=C2)OCC2(CC2)NC(OC(C)(C)C)=O)C)C1